tert-butyl (3S)-4-amino-3-methyl-piperidine-1-carboxylate NC1[C@H](CN(CC1)C(=O)OC(C)(C)C)C